C(CCC)OC(=O)C1(CC=CC1)C(=O)O 3-cyclopentene-1,1-dicarboxylic acid n-butyl ester